(2S)-1-[(11Z,14Z)-eicosa-11,14-dien-1-yloxy]-N,N-dimethyl-3-(pentyloxy)propan-2-amine C(CCCCCCCCC\C=C/C\C=C/CCCCC)OC[C@H](COCCCCC)N(C)C